N,N'-bis(phenylsulfonyl)hydrazine C1(=CC=CC=C1)S(=O)(=O)NNS(=O)(=O)C1=CC=CC=C1